N-(2-(3,3-dimethylbut-1-yloxy)ethyl)-3-morpholinopropan-1-amine CC(CCOCCNCCCN1CCOCC1)(C)C